2,2,6,6-tetramethyl-1-(4-methylphenylthio)piperidin-4-one CC1(N(C(CC(C1)=O)(C)C)SC1=CC=C(C=C1)C)C